CC1(COC1)C1=NC(=NO1)N[C@@H]1C[C@H](CC1)NC1=CC=C(C=N1)N1N=CC=CC1=O 2-(6-(((1S,3S)-3-((5-(3-methyloxetan-3-yl)-1,2,4-oxadiazol-3-yl)amino)cyclopentyl)amino)pyridin-3-yl)pyridazin-3(2H)-one